CCCCCCCC.[Fe] iron n-octane